(1-(8-fluoro-7-(7-fluoro-3-hydroxy-8-methylnaphthalen-1-yl)-2-(((2R,7aS)-2-fluorohexahydro-1H-pyrrolizin-7a-yl)methoxy)pyrido[4,3-d]pyrimidin-4-yl)piperidin-3-yl)methanesulfonamide FC1=C(N=CC2=C1N=C(N=C2N2CC(CCC2)CS(=O)(=O)N)OC[C@]21CCCN1C[C@@H](C2)F)C2=CC(=CC1=CC=C(C(=C21)C)F)O